4,4'-(Ethyne-1,2-diyl)dibenzoaldehyde C(#CC1=CC=C(C=O)C=C1)C1=CC=C(C=O)C=C1